[2-[1-(cyclopropylmethyl)-6-(6-methyl-1,1-dioxo-1,2,6-thiadiazinan-2-yl)pyrrolo[2,3-b]pyridin-2-yl]-5-methoxy-3-methylimidazo[1,2-a]pyridin-7-yl]methanone C1(CC1)CN1C(=CC=2C1=NC(=CC2)N2S(N(CCC2)C)(=O)=O)C=2N=C1N(C(=CC(=C1)C=O)OC)C2C